O1C(OCC1)=O [1,3]dioxolan-2-one